ClC=1C=C(C=C(C1OC=1C=C2CCN(C(C2=CC1)=O)C1=C(C=CC=C1)F)Cl)N1NC=CN=C1 2-(3,5-Dichloro-4-((2-(2-fluorophenyl)-1-oxo-1,2,3,4-tetrahydroisoquinolin-6-yl)oxy)phenyl)-1,2,4-triazine